(1R,3S)-3-(5-((2-(2-((1r,3R)-3-aminocyclobutyl)ethyl)pyridin-4-yl)amino)-1-(tert-butyl)-1H-pyrazol-3-yl)cyclopentyl (4-nitrophenyl) carbonate C(O[C@H]1C[C@H](CC1)C1=NN(C(=C1)NC1=CC(=NC=C1)CCC1CC(C1)N)C(C)(C)C)(OC1=CC=C(C=C1)[N+](=O)[O-])=O